3-bromo-2-chloro-6-methyl-pyridine BrC=1C(=NC(=CC1)C)Cl